ClC1=C2C=C(NC2=CC=C1Cl)C(=O)N1CCN(CC1)C (4,5-dichloro-1H-indol-2-yl)-(4-methylpiperazin-1-yl)methanone